isopropyl 2-((5-acrylamido-4-(3,4-dimethyl-piperazin-1-yl)-2-methoxy-phenyl)amino)-4-(3,3-dimethyl-5-(prop-1-yn-1-yl)-2,3-dihydro-1H-pyrrolo[3,2-b]pyridin-1-yl)pyrimidine-5-carboxylate C(C=C)(=O)NC=1C(=CC(=C(C1)NC1=NC=C(C(=N1)N1CC(C2=NC(=CC=C21)C#CC)(C)C)C(=O)OC(C)C)OC)N2CC(N(CC2)C)C